6-chloro-3-(((R)-1-(2-((1R,4R)-5-(2-methoxypyrimidin-4-yl)-2,5-diazabicyclo[2.2.1]heptan-2-yl)-3,6-dimethyl-4-oxo-3,4-dihydroquinazolin-8-yl)ethyl)amino)-N-(methylsulfonyl)picolinamide ClC1=CC=C(C(=N1)C(=O)NS(=O)(=O)C)N[C@H](C)C=1C=C(C=C2C(N(C(=NC12)N1[C@H]2CN([C@@H](C1)C2)C2=NC(=NC=C2)OC)C)=O)C